2-fluoro-N-[(3R)-3-piperidyl]-N-[4-[(E)-2-(3-pyridyl)vinyl]-2-pyridyl]-4-(triazolo[4,5-b]pyridin-3-yl)benzamide FC1=C(C(=O)N(C2=NC=CC(=C2)\C=C\C=2C=NC=CC2)[C@H]2CNCCC2)C=CC(=C1)N1N=NC=2C1=NC=CC2